CC(C(=O)OCOC=1C(=NC=CC1OC)C(N[C@H](C(=O)O[C@H]([C@@H](C(C)C)C1=C(C=C(C=C1)F)F)C)C)=O)C [2-[[(1S)-2-[(1S,2S)-2-(2,4-difluorophenyl)-1,3-dimethyl-butoxy]-1-methyl-2-oxo-ethyl]carbamoyl]-4-methoxy-3-pyridyl]oxymethyl 2-methylpropanoate